CN1N=CC=2C1=NC(=CC2N2CC1=C(CC2)N(N=C1C)CC12CCC(CC1)(CC2)N2C[C@@H](O[C@H](C2)C)C)C (2S,6S)-4-(4-((5-(1,6-dimethyl-1H-pyrazolo[3,4-b]pyridin-4-yl)-3-methyl-4,5,6,7-tetrahydro-1H-pyrazolo[4,3-c]pyridin-1-yl)methyl)bicyclo[2.2.2]octan-1-yl)-2,6-dimethylmorpholine